Cl.NCC1CCN(CC1)C(=O)OC(C(F)(F)F)C(F)(F)F 1,1,1,3,3,3-hexafluoropropan-2-yl 4-(aminomethyl)piperidine-1-carboxylate hydrochloride